C(CCC)(=O)NCCCC[C@H](N)C(=O)O N6-butyryl-L-lysine